C(C)S(=O)(=O)C1=CC=C(CNC(C2=CC=C(C=C2)N2[C@@H](CCC(C2)C2=CC=C(C=C2)C(F)(F)F)CF)=O)C=C1 N-(4-(ethylsulfonyl)benzyl)-4-((2S)-2-(fluoromethyl)-5-(4-(trifluoromethyl)phenyl)piperidin-1-yl)benzamide